3,5,5-trimethylhexyl benzoate C(C1=CC=CC=C1)(=O)OCCC(CC(C)(C)C)C